6-tert-Butyl-N-[[6-(2-dimethylaminoethylamino)-2-pyridyl]sulfonyl]-2-(2,4,6-trimethylphenoxy)pyridin-3-carboxamid C(C)(C)(C)C1=CC=C(C(=N1)OC1=C(C=C(C=C1C)C)C)C(=O)NS(=O)(=O)C1=NC(=CC=C1)NCCN(C)C